3-((7-bromo-6-chloro-8-fluoroquinazolin-4-yl)amino)azetidine-1-carboxylic acid tert-butyl ester C(C)(C)(C)OC(=O)N1CC(C1)NC1=NC=NC2=C(C(=C(C=C12)Cl)Br)F